C(#N)C1=NC(=C2C=C(N=CC2=C1)N[C@@H]1CN(CCC1)C(=O)OC(C)(C)C)O[C@@H]1COCC1 tert-butyl (S)-3-((7-cyano-5-(((S)-tetrahydrofuran-3-yl)oxy)-2,6-naphthyridin-3-yl)amino)piperidine-1-carboxylate